OCCS(=O)(=O)NC1=CC(=C(C(=O)NC=2C(N(C=CC2)N2CC(OCC2)C)=O)C=C1)N1CCC2(CC2)CC1 4-((2-hydroxyethyl)sulfonamido)-N-(1-(2-methylmorpholino)-2-oxo-1,2-dihydropyridin-3-yl)-2-(6-azaspiro[2.5]octan-6-yl)benzamide